5,6-Difluoro-7-((tetrahydro-2H-pyran-4-yl)methoxy)-2-(((tetrahydro-2H-pyran-4-yl)thio)methyl)quinazolin-4(3H)-one FC1=C2C(NC(=NC2=CC(=C1F)OCC1CCOCC1)CSC1CCOCC1)=O